C(C)(C)(C)OC(=O)N1CC2CNCC(C1)N2C(=O)OC(C)(C)C di-tert-butyl-3,7,9-triazabicyclo[3.3.1]nonane-3,9-dicarboxylate